C(C)(=O)N1CCC(CC1)(C(=O)N(CC(NC=1C=C2C[C@@]3(CC2=CC1)C(NC1=NC=CC=C13)=O)=O)CC1=C(C=CC=C1)CNC)CCC 1-acetyl-N-[[2-(methylaminomethyl)phenyl]methyl]-N-[2-oxo-2-[[(3R)-2-oxospiro[1H-pyrrolo[2,3-b]pyridine-3,2'-indan]-5'-yl]amino]ethyl]-4-propyl-piperidine-4-carboxamide